(6aS,7S,8S)-7,8,11-trihydroxy-1,10-dioxo-N-(2,4,6-trifluorobenzyl)-1,3,4,5,6,7,8,10-octahydro-2,6a-methano[1,4]diazonino[9,1,2-cd]indolizine-9-carboxamide O[C@@H]1[C@H](C2=C(C(C(=C3N2[C@]12CCCCN(C3=O)C2)O)=O)C(=O)NCC2=C(C=C(C=C2F)F)F)O